N-(1-methyl-3-(6-(methylsulfonyl)-4-phenylpyridin-2-yl)-1H-pyrrolo[2,3-c]pyridin-5-yl)acetamide CN1C=C(C=2C1=CN=C(C2)NC(C)=O)C2=NC(=CC(=C2)C2=CC=CC=C2)S(=O)(=O)C